CC1=C(C(=CC=C1)C)NC1=NN(C2=NC(=NC=C21)NC2=CC=C(C=C2)N2CCN(CC2)CC2CN(C2)C=2C=C1C(N(C(C1=CC2)=O)C2C(NC(CC2)=O)=O)=O)C 5-(3-((4-(4-((3-((2,6-Dimethylphenyl)amino)-1-methyl-1H-pyrazolo[3,4-d]pyrimidin-6-yl)amino)phenyl)piperazin-1-yl)methyl)azetidin-1-yl)-2-(2,6-dioxopiperidin-3-yl)isoindoline-1,3-dione